FC=1C=C(C#N)C=C(C1)OC=1C2=C(N=CN1)[C@H](CC2)O (S)-3-fluoro-5-((7-hydroxy-6,7-dihydro-5H-cyclopenta[d]pyrimidin-4-yl)oxy)benzonitrile